NC=1C2=C(N=CN1)N(C=C2)C2(C(C=CC2)O)O 4-amino-7H-pyrrolo[2,3-d]pyrimidin-7-yl-cyclopent-3-ene-1,2-diol